C(C=C)OC1CCN(CC1)C(=O)N1CC2=CC(=CC=C2CC1)C(CC(=O)OCC)C1=C(C2=C(N(N=N2)C\C=C\C)C=C1)C ethyl (E)-3-(2-(4-(allyloxy)piperidine-1-carbonyl)-1,2,3,4-tetrahydroisoquinolin-7-yl)-3-(1-(but-2-en-1-yl)-4-methyl-1H-benzo[d][1,2,3]triazol-5-yl)propanoate